FC1(CCC(CC1)[C@H]1[C@@H](C1)C=1CCCC2=C(C1C1=CC=C(C=C1)CC1CN(C1)CCCF)C=CC(=C2)C(=O)O)F 8-((1R,2S)-2-(4,4-difluorocyclohexyl)cyclopropyl)-9-(4-((1-(3-fluoropropyl)azetidin-3-yl)methyl)phenyl)-6,7-dihydro-5H-benzo[7]annulene-3-carboxylic acid